FC1=C(C(=O)N[C@@H](C(=O)N2CCC3(C(CN(C3=O)C)C3=CC=C(C=C3)C)CC2)C(C)C)C=C(C=C1)C(F)(F)F 2-fluoro-N-((2R)-3-methyl-1-(2-methyl-1-oxo-4-(p-tolyl)-2,8-diazaspiro[4.5]decan-8-yl)-1-oxobutan-2-yl)-5-(trifluoromethyl)benzamide